(4-bromopyridin-2-yl)-3-(2,4-difluorophenyl)propanamide BrC1=CC(=NC=C1)C(C(=O)N)CC1=C(C=C(C=C1)F)F